BrC=1C=C(C=CC1OC1=CC=C(C=C1)F)N(C(C)=O)C N-[3-Bromo-4-(4-fluorophenoxy)phenyl]-N-methylacetamide